5-(2-(azetidin-1-yl)ethyl)naphthalen-2-ol N1(CCC1)CCC1=C2C=CC(=CC2=CC=C1)O